3-[3-chloro-4-(imidazol-1-ylmethyl)phenyl]-5-(trifluoromethyl)-1,2,4-oxadiazole ClC=1C=C(C=CC1CN1C=NC=C1)C1=NOC(=N1)C(F)(F)F